1,1,1,3,3,3-Hexafluoropropan-2-yl (±)-1-(morpholin-4-carbonyl)-6-azaspiro[2.5]octan-6-carboxylat N1(CCOCC1)C(=O)[C@@H]1CC12CCN(CC2)C(=O)OC(C(F)(F)F)C(F)(F)F |r|